OC(CSCC(CSCC(CSCC(C)O)O)O)C bis[3-((2-hydroxypropyl)thio)-2-hydroxypropyl]sulfide